FC1(CCC(CC1)NC=1C=C(C=C(C1)C=1SC=C(N1)C)C(C)O)F 1-(3-((4,4-difluorocyclohexyl)amino)-5-(4-methylthiazol-2-yl)phenyl)ethan-1-ol